FC(F)(F)C1=NCCC=C1 (trifluoromethyl)-5,6-dihydropyridin